F\C(=C/C1=C(C=CC=C1)Br)\[N+](=O)[O-] (Z)-1-(2-fluoro-2-nitrovinyl)-2-bromobenzene